4-methylthiazole-5-formic acid CC=1N=CSC1C(=O)O